C12CC(CC(CCC1)N2)N(C=2SC1=C(C=NC(=C1)C=1C=CC=3N(C1)C=C(N3)C)N2)C N-(9-Azabicyclo[3.3.1]non-3-yl)-N-methyl-6-(2-methylimidazo[1,2-a]pyridin-6-yl)[1,3]thiazolo[4,5-c]pyridin-2-amin